6-chloropyridazine-4-carboxamide ClC1=CC(=CN=N1)C(=O)N